Cl.NC(C)C=1C=C(N)C=C(C1)C(F)(F)F 3-(1-aminoethyl)-5-(trifluoromethyl)aniline HCl salt